Ethyl 3-amino-5-methyl-1-(1-phenylethyl)-1H-pyrazole-4-carboxylate NC1=NN(C(=C1C(=O)OCC)C)C(C)C1=CC=CC=C1